C(C)(C)N1C=C(C=C(C1=O)C)C=1C=C(C=NC1)C=1C=C2CC(N(C2=CC1)C)=O 5-(5-(1-isopropyl-5-methyl-6-oxo-1,6-dihydropyridin-3-yl)pyridin-3-yl)-1-methylindolin-2-one